(3S)-3-[(3aS,4R,6R,6aR)-4-(4-chloropyrrolo[2,3-d]pyrimidin-7-yl)-2,2-dimethyl-4,5,6,6a-tetrahydro-3aH-cyclopenta[d][1,3]dioxol-6-yl]-6-chloro-3H-isobenzofuran-1-one ClC=1C2=C(N=CN1)N(C=C2)[C@@H]2C[C@@H]([C@H]1OC(O[C@H]12)(C)C)[C@@H]1OC(C2=CC(=CC=C12)Cl)=O